3,6-Dichloro-1-(3-((5-cyclopropyl-4-nitro-1-(tetrahydro-2H-pyran-4-yl)-1H-pyrazol-3-yl)oxy)propyl)-1H-pyrazolo[3,4-d]pyrimidine ClC1=NN(C2=NC(=NC=C21)Cl)CCCOC2=NN(C(=C2[N+](=O)[O-])C2CC2)C2CCOCC2